N=1C=CN2C1C=CC(=C2)OCC21CC(C2)(C1)CNC=1C=2C=CN=C(C2C=CC1)N 5-N-[[3-(Imidazo[1,2-a]pyridin-6-yloxymethyl)-1-bicyclo[1.1.1]pentanyl]methyl]isoquinoline-1,5-diamine